2-([(4-ACETYLPHENYL)CARBAMOYL]AMINO)PROPANOIC ACID C(C)(=O)C1=CC=C(C=C1)NC(=O)NC(C(=O)O)C